methoxyl-triphenylamine O(C)C1=C(C=CC=C1)N(C1=CC=CC=C1)C1=CC=CC=C1